S(=O)(=O)(O)C(C(=O)OCCCCCCCCCCCCCCCCCC)CC(=O)[O-].[Na+].[Na+].C(CCCCCCCCCCCCCCCCC)OC(C(CC(=O)[O-])S(=O)(=O)O)=O Disodium Stearyl Sulfosuccinate